NC1=NC2=CC=C(C=C2C=C1Br)C(=O)N(CC1=NC=C(C=C1)C(F)(F)F)[C@H]1[C@@H](COCC1)C 2-amino-3-bromo-N-((3S,4R)-3-methyltetrahydro-2H-pyran-4-yl)-N-((5-(trifluoromethyl)-2-pyridinyl)methyl)-6-quinolinecarboxamide